2,5-dioxaspiro[3.4]octane-7-one C1OCC12OCC(C2)=O